C(C)NC(CCCCC)N N-ethyl-hexanediamine